(3S)-3-methyl-1-{2-[1-(4-methylphenyl)-1H-pyrazol-4-yl]-1,3-thiazole-4-carbonyl}piperazine C[C@H]1CN(CCN1)C(=O)C=1N=C(SC1)C=1C=NN(C1)C1=CC=C(C=C1)C